ClC=1C=C(C=CC1Cl)NC(=O)[C@H]1[C@H]2C[C@@H]([C@@H]([C@@H]1C1=CC(=NC=C1)OC)O2)O |r| Racemic-(1r,2r,3s,4r,5s)-N-(3,4-dichlorophenyl)-5-hydroxy-3-(2-methoxypyridin-4-yl)-7-oxabicyclo[2.2.1]heptane-2-carboxamide